C(C)(C)(C)OC(=O)N1CC(C1)C=1C=C2CN(C(C2=CC1)=O)C1C(NC(CC1)=O)=O.N1=CC=C2N1C=CC(=C2)C=O (pyrazolo[1,5-a]pyridin-5-yl)methanone Tert-butyl-3-[2-(2,6-dioxopiperidin-3-yl)-1-oxo-3H-isoindol-5-yl]azetidine-1-carboxylate